methyl 6-amino-4-(3-(((tert-butoxycarbonyl) amino) methyl)-2-hydroxypyridin-4-yl)-7-(3-methoxy-2,6-dimethylphenyl)-2-methyl-7H-pyrrolo[2,3-d]pyrimidine-5-carboxylate NC1=C(C2=C(N=C(N=C2C2=C(C(=NC=C2)O)CNC(=O)OC(C)(C)C)C)N1C1=C(C(=CC=C1C)OC)C)C(=O)OC